BrC1=NN2C(N=C(C=C2NC[C@]2(C[C@H](CC2)NC)C=2C=NC=CC2)C(F)(F)F)=C1 2-bromo-N-(((1R,3S)-3-(methylamino)-1-(pyridin-3-yl)cyclopentyl)methyl)-5-(trifluoromethyl)pyrazolo[1,5-a]pyrimidin-7-amine